5,5'-Thiobis[hexahydro-4,7-methanoisobenzofuran-1,3-dione] S(C1C2C3C(OC(C3C(C1)C2)=O)=O)C2C1C3C(OC(C3C(C2)C1)=O)=O